C(CC1=CC=CC=C1)C1(CC1)C(=O)O 1-phenethyl-cyclopropane-1-carboxylic acid